BrC1=CC=CC=2N1N=CC2C=O (7-bromopyrazolo[1,5-a]pyridin-3-yl)methanone